4,8-dichloro-6-(trifluoromethyl)quinazoline ClC1=NC=NC2=C(C=C(C=C12)C(F)(F)F)Cl